N,N-diethyl-4-amino-2-hydroxy-benzaldehyde C(C)N(C1=CC(=C(C=O)C=C1)O)CC